7-((tert-butyldimethylsilyl)oxy)-2-methylhept-4-yn-3-one [Si](C)(C)(C(C)(C)C)OCCC#CC(C(C)C)=O